BrC=1C(=C2C(=NC1)NC[C@]21C[C@H](CC1)N1N=CC=N1)Cl |r| (1RS,3SR)-5'-Bromo-4'-chloro-3-(2H-1,2,3-triazol-2-yl)-1',2'-dihydrospiro[cyclopentane-1,3'-pyrrolo[2,3-b]pyridine]